ethyl 2-(3-((6-(cyclopropanecarboxamido)-3-((methyl-d3)carbamoyl)pyridazin-4-yl)amino)-2-methoxyphenyl)pyrimidine-5-carboxylate C1(CC1)C(=O)NC1=CC(=C(N=N1)C(NC([2H])([2H])[2H])=O)NC=1C(=C(C=CC1)C1=NC=C(C=N1)C(=O)OCC)OC